The molecule is a monounsaturated fatty acid that is (7Z)-heptadec-7-enoic acid which is substituted by a hydroxy group at position 14 and by oxo groups at positions 10 and 13. It is a hydroxy fatty acid, an oxo fatty acid, a diketone, a hydroxy monounsaturated fatty acid and a secondary alpha-hydroxy ketone. CCCC(C(=O)CCC(=O)C/C=C\\CCCCCC(=O)O)O